ClC1=CC2=C(C(=N1)OC)[C@]1([C@@](O2)([C@@H]([C@H]([C@H]1O)CN1CCC(CC1)(F)F)C1=CC=CC=C1)C1=CC=C(C#N)C=C1)O |r| Rac-4-((5aR,6S,7S,8R,8aS)-3-chloro-7-((4,4-difluoropiperidin-1-yl)methyl)-8,8a-dihydroxy-1-methoxy-6-phenyl-6,7,8,8a-tetrahydro-5aH-cyclopenta[4,5]furo[3,2-c]pyridin-5a-yl)benzonitrile